C1(CC1)OCCOC=1C=C2C(=NC(=NC2=C(C1OC)F)C)N[C@H](C)C=1C(=C(C=CC1)C(C(C)(O)C)(F)F)F (R)-1-(3-(1-((6-(2-cyclopropoxyethoxy)-8-fluoro-7-methoxy-2-methylquinazoline-4-yl)amino)ethyl)-2-fluorophenyl)-1,1-difluoro-2-methylpropan-2-ol